C(C1=CC=CC=C1)OC1=NC(=CC=C1C1=NC=C(C=C1)NC(OC(C)(C)C)=O)OCC1=CC=CC=C1 tert-butyl (2',6'-bis(benzyloxy)-[2,3'-bipyridin]-5-yl)carbamate